2-[2-ethyl-6-(1-hydroxy-2-methylpropan-2-yl)-5,8-dioxo-5,6,7,8-tetrahydro-4H-pyrazolo[1,5-a]pyrrolo[3,4-d]pyrimidin-4-yl]-N-(5-fluoropyridin-2-yl)acetamide C(C)C1=NN2C(N(C3=C(C2=O)CN(C3=O)C(CO)(C)C)CC(=O)NC3=NC=C(C=C3)F)=C1